NC1=NC(=C(C=2N1N=C(N2)OCC2=NC=CC=C2C)C2=NN(C(C=C2)=O)C)C2=C(C#N)C=CC=C2 (5-amino-8-(1-methyl-6-oxo-1,6-dihydropyridazin-3-yl)-2-((3-methylpyridin-2-yl)methoxy)-[1,2,4]triazolo[1,5-c]pyrimidin-7-yl)benzonitrile